3-((6-(ethanesulfonamido)-2-azaspiro[3.3]heptane-2-yl)methyl)azetidine C(C)S(=O)(=O)NC1CC2(CN(C2)CC2CNC2)C1